C1(CC1)CNC1=NN2C(C=N1)=C(C=C2)C=2C=C1C(=NC2)N=C(N1C1CC(C1)(F)F)C N-(cyclopropylmethyl)-5-(1-(3,3-difluorocyclobutyl)-2-methyl-1H-imidazo[4,5-b]pyridin-6-yl)pyrrolo[2,1-f][1,2,4]triazin-2-amine